C(=O)(O)CSC(CCCCC(CCCCC)O)SCC(=O)O (l-1-Carboxymethylsulfanyl-6-hydroxy-undecylsulfanyl)-acetic acid